2,6-dichloro-3-nitrobenzaldehyde ClC1=C(C=O)C(=CC=C1[N+](=O)[O-])Cl